copper-palladium-platinum [Pt].[Pd].[Cu]